[Cl-].C(CCC)[NH+]1CC(CCC1)CCC 1-butyl-3-propylpiperidinium chloride